2-chloro-6-((2,2-dimethylazetidin-1-yl)methyl)benzonitrile ClC1=C(C#N)C(=CC=C1)CN1C(CC1)(C)C